tert-butyl N-[[4-[[[5-amino-2-(5-aminopentyl)-6H-thieno[3,2-b]azepine-7-carbonyl]-propyl-amino]methyl]phenyl]methyl]-N-methyl-carbamate NC=1CC(=CC2=C(N1)C=C(S2)CCCCCN)C(=O)N(CCC)CC2=CC=C(C=C2)CN(C(OC(C)(C)C)=O)C